(R)-6-bromo-3-(3-((tert-butoxycarbonyl)amino)-3H-spiro[benzofuran-2,4'-piperidin]-1'-yl)pyrazine-2-carboxylic acid methyl ester COC(=O)C1=NC(=CN=C1N1CCC2(CC1)OC1=C([C@H]2NC(=O)OC(C)(C)C)C=CC=C1)Br